C(C1=CC=CC=C1)OC(=O)N[C@H](C(=O)OC)CCCNC1=CC=C(C=C1)[N+](=O)[O-] Methyl (S)-2-(((benzyloxy)carbonyl)amino)-5-((4-nitrophenyl)amino)pentanoate